trimethyl(sec-butoxy)silane C[Si](OC(C)CC)(C)C